FC(C=1C=C(C=CC1)C1S(CCC(C1)C(=O)N)(=O)=O)(F)F (3-(trifluoromethyl)phenyl)tetrahydro-2H-thiopyran-4-carboxamide 1,1-dioxide